4-[6-(5-chloro-2-methyl-phenyl)-4-cyano-3-hydroxy-pyridin-2-yl]-4-oxo-butyric acid ethyl ester C(C)OC(CCC(=O)C1=NC(=CC(=C1O)C#N)C1=C(C=CC(=C1)Cl)C)=O